Cl.NCC(COC1=CC=C2C(=N1)C(N(C2)C2CC2)=O)=CF (2-(aminomethyl)-3-fluoroallyloxy)-6-cyclopropyl-5,6-dihydro-7H-pyrrolo[3,4-b]pyridin-7-one hydrochloride